di[4-(1-naphthyl)-phenyl]-carbonate C1(=CC=CC2=CC=CC=C12)C1=CC=C(C=C1)OC(OC1=CC=C(C=C1)C1=CC=CC2=CC=CC=C12)=O